ClC1=CC=C(OC2=CC(=NC(=C2)C)NC(C=C)=O)C=C1 N-{4-(4-chlorophenoxy)-6-methylpyridin-2-yl}acrylamide